4-((N,N-dimethylsulfamoyl)amino)-3-(1,3-dioxolan-2-yl)benzoic acid CN(S(=O)(=O)NC1=C(C=C(C(=O)O)C=C1)C1OCCO1)C